BrC1=C(C(=C(C=C1)O)F)C(F)F 4-bromo-3-(difluoromethyl)-2-fluoro-phenol